P1(=O)(OOC2=C(C(=C(C=C2)C(C)(C)C)CC=2C(=C(OO1)C=CC2C(C)(C)C)C(C)(C)C)C(C)(C)C)[O-] methylenebis(2,4-di-t-butylphenoxy) phosphate